F[C@H](CNC(=O)C1=C(C=2N(N=C1)C=C(N2)C2=CC=NC=C2)NC(C)C)C(C)(C)O (R)-N-(2-fluoro-3-hydroxy-3-methylbutyl)-8-(isopropylamino)-2-(pyridin-4-yl)imidazo[1,2-b]pyridazine-7-carboxamide